C[Si](S(=O)(=O)Cl)(C)C Trimethylsilyl-sulfonyl chloride